((7-(5-(chlorodifluoromethyl)-1,2,4-oxadiazol-3-yl)-2-methylimidazo[1,2-a]pyridin-3-yl)imino)dimethyl-λ6-sulfanone ClC(C1=NC(=NO1)C1=CC=2N(C=C1)C(=C(N2)C)N=S(=O)(C)C)(F)F